C[Si](C1C(=C(C(=C1C)C)C)C)(C1C=C(C=C1)CCC)C dimethyl(3-propylcyclopenta-2,4-dien-1-yl)(2,3,4,5-tetramethylcyclopenta-2,4-dien-1-yl)silane